COC1=CC=2N(C=C1)C(=CN2)C2=C1CNC(C1=CC=C2)=O 4-(7-methoxyimidazo[1,2-a]pyridin-3-yl)isoindolin-1-one